tert-butyl (2-((4-(2-methyl-1-oxo-1,2,3,4-tetrahydroisoquinolin-7-yl)thiazol-2-yl)amino)-2-oxoethyl)carbamate CN1C(C2=CC(=CC=C2CC1)C=1N=C(SC1)NC(CNC(OC(C)(C)C)=O)=O)=O